CC1=CC=C(C=N1)C=1N(C2=CC=CC(=C2C1)NC1CCS(CC1)(=O)=O)CC(F)(F)F 4-((2-(6-methylpyridin-3-yl)-1-(2,2,2-trifluoroethyl)-1H-indol-4-yl)amino)tetrahydro-2H-thiopyran-1,1-dioxide